N1(C=CC2=CC=CC=C12)CCN1C(N(C(C2=CC(=CC=C12)NC(=O)NC1=CC(=CC=C1)C(C)=O)=O)CCOC)=O 1-(1-(2-(1H-indol-1-yl)ethyl)-3-(2-methoxyethyl)-2,4-dioxo-1,2,3,4-tetrahydroquinazolin-6-yl)-3-(3-acetylphenyl)urea